3,6-di(pyridin-2-yl)-1,2,4,5-tetrazine N1=C(C=CC=C1)C=1N=NC(=NN1)C1=NC=CC=C1